2-(2-chlorophenyl)-5,7-dihydroxy-8-((3S,4R)-3-hydroxy-1-methylpiperidin-4-yl)-4H-benzopyran-4-one ClC1=C(C=CC=C1)C=1OC2=C(C(C1)=O)C(=CC(=C2[C@@H]2[C@@H](CN(CC2)C)O)O)O